2,2'-Methylenebis[6-[(2-hydroxy-5-methylphenyl)methyl]-4-methylphenol] C(C1=C(C(=CC(=C1)C)CC1=C(C=CC(=C1)C)O)O)C1=C(C(=CC(=C1)C)CC1=C(C=CC(=C1)C)O)O